1-((5-(4-iodophenyl)isoxazole-3-yl)methyl)-1H-1,2,4-triazole-5-carbonitrile IC1=CC=C(C=C1)C1=CC(=NO1)CN1N=CN=C1C#N